CNC(=O)[C@@]1(C2=C(C3=C(C4=CC=CC=C4N3C1=O)OC)NC5=C2C=C(C=C5)Cl)O The molecule is an organic heteropentacyclic compound that is cladoniamide G in which the chlorine attached to the methoxy-bearing indole moiety is replaced by a hydrogen. It has been isolated from the culture broth of Streptomyces uncialis. It is a cladoniamide, an organic heteropentacyclic compound, an organochlorine compound, a tertiary alcohol, a lactam and a secondary carboxamide.